ClC1=C(N)C=C(C(=C1)Cl)OC(C)C 2,4-dichloro-5-isopropoxy-aniline